CC=1CC2=CC=CC=C2C1 2-Methyl-1H-inden